2-methyl-9,12-dioxo-13-{3-[(1-oxononadecyl) oxy] propyl}-5-oxa-2,8,13-triazahexadec-10-en-16-yl nonadecanoate C(CCCCCCCCCCCCCCCCCC)(=O)OCCCN(C(C=CC(NCCOCCN(C)C)=O)=O)CCCOC(CCCCCCCCCCCCCCCCCC)=O